6-[[(1S)-1-(hydroxymethyl)-2-octadecyloxy-ethoxy]methyl]pyridine-2-carbonitrile OC[C@@H](COCCCCCCCCCCCCCCCCCC)OCC1=CC=CC(=N1)C#N